pyrazolo[1,5-a]pyrazin-3-ylboronic acid N1=CC(=C2N1C=CN=C2)B(O)O